tert.-Butyl-2,5-diazabicyclo-[2.2.2]octan-2-carboxylat C(C)(C)(C)OC(=O)N1C2CNC(C1)CC2